trans-N-(4-((4-bromophenyl)sulfonyl)cyclohexyl)-5-(trifluoromethyl)pyrazin-2-amine BrC1=CC=C(C=C1)S(=O)(=O)[C@@H]1CC[C@H](CC1)NC1=NC=C(N=C1)C(F)(F)F